[C@H]12C(CC[C@@H]2C1)N1CCC(CC1)C1=C(C=C2C=NC(=NC2=C1)NC=1C=NN(C1C)C1CC1)Cl 7-{1-[(1S,5R)-bicyclo[3.1.0]hexan-2-yl]piperidin-4-yl}-6-chloro-N-(1-cyclopropyl-5-methyl-1H-pyrazol-4-yl)quinazolin-2-amine